[(2R,6R)-2-[[bis(4-methoxyphenyl)-phenyl-methoxy]methyl]-6-[2-(2-methylpropanoyl-amino)-6-oxo-1H-purin-9-yl]-1,4-dioxan-2-yl]methyl benzoate C(C1=CC=CC=C1)(=O)OC[C@]1(O[C@H](COC1)N1C=2N=C(NC(C2N=C1)=O)NC(C(C)C)=O)COC(C1=CC=CC=C1)(C1=CC=C(C=C1)OC)C1=CC=C(C=C1)OC